(4H)-oxazolone O1C(NCC1)=O